C1(CCCCC1)NCCS(=O)(=O)O 2-(cyclohexyl-amino)ethanesulfonic acid